C1(CC1)C=1C=C(OC=2C(=C3C(=NC2)CC(O3)(C)C)C(=O)OC)C=CC1 methyl 6-(3-cyclopropylphenoxy)-2,2-dimethyl-3H-furo[3,2-b]pyridine-7-carboxylate